C(C)(C)(C)N(C(O)=O)CC1=NC=C(C=N1)CN1N=C(C=2C1=NC=NC2N)I.ClC=2C=C(OC1CCNCC1)C=CC2 4-(3-Chlorophenoxy)piperidine tert-butyl-((5-((4-amino-3-iodo-1H-pyrazolo[3,4-d]pyrimidin-1-yl)methyl)pyrimidin-2-yl)methyl)carbamate